7-(8-ethylnaphthalen-1-yl)-2-((hexahydro-1H-pyrrolizin-7a-yl)methoxy)-N-(pyridin-3-yl)-5,6,7,8-tetrahydropyrido[3,4-d]pyrimidin-4-amine C(C)C=1C=CC=C2C=CC=C(C12)N1CC=2N=C(N=C(C2CC1)NC=1C=NC=CC1)OCC12CCCN2CCC1